arginate sodium salt [Na+].N[C@@H](CCCNC(N)=N)C(=O)[O-]